3-(6-aminopyridin-3-yl)-N-((5-(5-(morpholine-4-carbonyl)pyrimidin-2-yl)-7-(trifluoromethyl)benzofuran-2-yl)methyl)acrylamide NC1=CC=C(C=N1)C=CC(=O)NCC=1OC2=C(C1)C=C(C=C2C(F)(F)F)C2=NC=C(C=N2)C(=O)N2CCOCC2